C(C1=CC=CC=C1)N1N=NC(=C1)CC(C(=O)N)=CC1=CC=CC=C1 ((1-benzyl-1H-1,2,3-triazol-4-yl)methyl)cinnamamide